OC1=C(C(N(C(=C1)C)C)=O)NC(N[C@@H](CC(=O)OCC)C=1C=C(C=C(C1)C)C1=C(C=CC=C1C)C)=O ethyl (S)-3-(3-(4-hydroxy-1,6-dimethyl-2-oxo-1,2-dihydropyridin-3-yl)ureido)-3-(2',5,6'-trimethyl biphenyl-3-yl)propanoate